4-tert-butyl-benzyl azide C(C)(C)(C)C1=CC=C(CN=[N+]=[N-])C=C1